CN1N=CC(=C1)NC1=NC=CC(=N1)NCC1=NC=CC=C1C 2-[(1-methyl-1H-pyrazol-4-yl)amino]-4-[[(3-methyl-pyridin-2-yl)methyl]amino]pyrimidin